8-bromo-2-(2-fluorophenyl)-3,6-dimethylquinazolin-4(3H)-one BrC=1C=C(C=C2C(N(C(=NC12)C1=C(C=CC=C1)F)C)=O)C